P(=O)(O)(O)O.C1(CCCC1)CCC#N 3-cyclopentylpropanenitrile phosphate